C(C#C)N(CC1=NC=CC=C1)CC1=NC=CC=C1 N-propargyl-bis(2-pyridylmethyl)amine